C(=CC1=CC=CC=C1)C=1C=C(C(=CC1)C=1C(=CC(=CC1)C=CC1=CC=CC=C1)S(=O)(=O)O)S(=O)(=O)O 4,4'-distyrylbiphenyl-2,2'-disulfonic acid